C(#N)C1=CC2=C(N(C(=N2)C23CC(C2)(C3)C(=O)N[C@@]3([C@H](C3)C=C)C(=O)NC3=CC=C(C(=O)NC2=C(C(=C(C(=O)NC4=CC=C(C(=O)O)C=C4)C=C2)O)OC(C)C)C=C3)C)C=C1 4-(4-{4-[(1S-2R)-1-[3-(5-Cyano-1-methyl-1H-1,3-benzodiazol-2-yl)bicyclo[1.1.1]pentane-1-amido]-2-ethenylcyclopropaneamido]benzamido}-2-hydroxy-3-(propan-2-yloxy)benzamido)benzoic acid